(6Ar,10aR)-3-benzyl-6,6,9-trimethyl-6a,7,10,10a-tetrahydrobenzo[c]chromen-1-ol C(C1=CC=CC=C1)C=1C=C(C=2[C@H]3[C@H](C(OC2C1)(C)C)CC=C(C3)C)O